(S)-N-(9-(3-hydroxy-3-methylbut-1-yn-1-yl)-5-methyl-4-oxo-2,3,4,5-tetrahydropyrido[3,2-b][1,4]oxazepin-3-yl)-4-phenoxypicolinamide OC(C#CC1=CC=NC2=C1OC[C@@H](C(N2C)=O)NC(C2=NC=CC(=C2)OC2=CC=CC=C2)=O)(C)C